CS(=O)(=O)C1=CC=C(C=C1)C1=C(C(OC1)=O)C1=CC=C(C=C1)C 4-[4-(methylsulfonyl)phenyl]-3-(p-tolyl)furan-2(5H)-one